NC1=C2C=CC=C(C2=CC=C1)S(=O)(=O)N(C)C 5-amino-N,N-dimethylnaphthalene-1-sulfonamide